C[Si](CCOCN1NC=CC=C1)(C)C 2-((2-(trimethylsilyl)ethoxy)methyl)pyridazin